BrC=1C=C(C=CC1C1=CC(=C(C=C1)OCCCCCCCC)F)O 3-bromo-4-(3'-fluoro-4'-(octyloxy)phenyl)phenol